C12(CC3CC(CC(C1)C3)C2)NC(CCCCCCSC2=C3CN(C(C3=CC=C2)=O)C2C(NC(CC2)=O)=O)=O N-(adamantan-1-yl)-7-((2-(2,6-dioxopiperidin-3-yl)-1-oxoisoindolin-4-yl)thio)heptanamide